4-cyclohexylcarbamoyloxy-2,2,6,6-tetramethylpiperidine C1(CCCCC1)NC(=O)OC1CC(NC(C1)(C)C)(C)C